Cl.ClCC=1N2C(SC1)=NC(C2)C2CCCCC2 3-(chloromethyl)-6-cyclohexyl-5,6-dihydroimidazo[2,1-b]Thiazole hydrochloride